2-[2-fluoro-4-methoxy-5-(4-methyl-2,3-dihydroquinoxaline-1-sulfonyl)phenyl]isoindole-1,3-dione palladium-silver gold [Au].[Ag].[Pd].FC1=C(C=C(C(=C1)OC)S(=O)(=O)N1CCN(C2=CC=CC=C12)C)N1C(C2=CC=CC=C2C1=O)=O